C(C1=CC=CC=C1)C1=C(SC=2N3C([C@@H](OCC21)C)=NN=C3C)C#CC=3C=CC(=NC3)CNC3=C2C(N(C(C2=CC=C3)=O)C3C(NC(CC3)=O)=O)=O 4-(((5-(((S)-3-Benzyl-6,9-dimethyl-4H,6H-thieno[2,3-e][1,2,4]triazolo[3,4-c][1,4]oxazepin-2-yl)ethynyl)pyridin-2-yl)methyl)amino)-2-(2,6-dioxopiperidin-3-yl)isoindolin-1,3-dion